C(C)C1CN(C1)C(=O)O[C@@H]1CC[C@H](CC1)C(N(C[C@@H]1CC[C@H](CC1)C1=NC(=C(C=C1)OC)C)C1=NC=CC(=C1)C=1N=C(OC1)C1CC1)=O trans-4-((4-(2-Cyclopropyloxazol-4-yl)pyridine-2-yl)((trans-4-(5-methoxy-6-methylpyridin-2-yl)cyclohexyl)methyl)carbamoyl)cyclohexyl 3-ethylazetidine-1-carboxylate